BrC1=C(C(=O)O)C(=CC=C1)Br 2,6-dibromobenzoic acid